8-hydroxy-7,10-dimethyl-1,2,3,4-tetrahydro-5H-chromeno[3,4-c]pyridin-5-one OC=1C=C(C2=C(C1C)OC(C=1CNCCC12)=O)C